CS(=O)(=O)CCCCCCCC#N 8-(methylsulfonyl)octanenitrile